CON1CCC2(CC1)CC=1C(=NC=CC1)C2 methoxy-spiro[7H-cyclopenta[b]pyridine-6,4'-piperidine]